B(O)(O)O.C[SiH](C)C.C[SiH](C)C di(trimethylsilane) borate